C(C=C)C(COCCOCCOCCOCCOCCO)(CC=C)O diallyl-hexaethylene glycol